FC1=C(C=CC=C1)C1=NCC=2N(C3=C1C=C(C=C3)[Si](C)(C)C)N=C(C2)C(=O)O 6-(2-fluorophenyl)-8-trimethylsilyl-4H-pyrazolo[1,5-a][1,4]benzodiazepine-2-carboxylic acid